FC(C(=O)OCC)(CO)F ethyl 2,2-difluoro-3-hydroxypropionate